1-(bicyclo[1.1.1]pentan-1-yl)-4-((5-(thiazol-2-yl)isoxazol-3-yl)methyl)-1,4-dihydropyrazine-2,3-dione C12(CC(C1)C2)N2C(C(N(C=C2)CC2=NOC(=C2)C=2SC=CN2)=O)=O